(S)-4-(3-oxomorpholin-4-yl)-3-(4-fluorophenyl)-N-((R)-1-(2-(trifluoromethyl)pyrimidin-5-yl)ethyl)-4,5-dihydro-1H-pyrazol-1-carboxamide O=C1N(CCOC1)[C@@H]1C(=NN(C1)C(=O)N[C@H](C)C=1C=NC(=NC1)C(F)(F)F)C1=CC=C(C=C1)F